(R)-O-((2,2-dimethyl-1,3-dioxan-4-yl)methyl)hydroxylamine CC1(OCC[C@@H](O1)CON)C